ClC1=C(C=CC(=C1)[N+](=O)[O-])NC(C1=C(C=CC(=C1)C)O)=O N-(2-chloro-4-nitrophenyl)-2-hydroxy-5-methylbenzamide